Nickel-Yttrium [Y].[Ni]